Cl.CC1=C(C(=O)OC)C(=CC(=N1)N1C[C@H](NCC1)C)C methyl (R)-2,4-dimethyl-6-(3-methylpiperazin-1-yl)nicotinate hydrochloride